1H-indole, hydrochloride salt Cl.N1C=CC2=CC=CC=C12